ClC1=C(C=C2C(=C(N(C2=C1F)C)C1=NNC(=N1)[C@H](COC)NC)N1C=NC=C1)OC (R)-1-(3-(6-chloro-7-fluoro-3-(1H-imidazol-1-yl)-5-methoxy-1-methyl-1H-indol-2-yl)-1H-1,2,4-triazol-5-yl)-2-methoxy-N-methylethan-1-amine